ClC=1C(=C(C=CC1Cl)NC1=NC=NC2=CC(=C(C=C12)C1CN(C1)C(C(=C)F)=O)O[C@@H]1COCC1)F (S)-1-(3-(4-((3,4-dichloro-2-fluorophenyl)amino)-7-((tetrahydrofuran-3-yl)oxy)quinazolin-6-yl)azetidin-1-yl)-2-fluoroprop-2-en-1-one